(3R)-3-(2-(3-chloro-4-phosphonophenyl)-2-(3-(methylsulfonyl)-2-oxoimidazolidine-1-carboxamido)acetamido)-2-hydroxy-3,4-dihydro-2H-benzo[e][1,2]oxaborinine-8-carboxylic acid ClC=1C=C(C=CC1P(=O)(O)O)C(C(=O)N[C@@H]1B(OC2=C(C1)C=CC=C2C(=O)O)O)NC(=O)N2C(N(CC2)S(=O)(=O)C)=O